N1(CCCCCC1)C1(CC(C1)N1C(C(C2=NC=C(C=C21)Br)(C)C)=O)C#N (1s,3s)-1-(azepan-1-yl)-3-(6-bromo-3,3-dimethyl-2-oxo-2,3-dihydro-1H-pyrrolo[3,2-b]pyridin-1-yl)cyclobutane-1-carbonitrile